2,6-ditert-butylcresol C(C)(C)(C)C1(CC=CC(=C1O)C(C)(C)C)C